BrC1=CC=C(C=C1)C1CN(CCC1)C(=O)OC(C)(C)C tert-butyl 3-(4-bromophenyl)piperidine-1-carboxylate